ClC1=C(C(=O)N2COC3=C(C2)C=CC=C3C3=CC(=C(C(=O)O)C=C3F)N3C2COCC3CC2)C(=CC(=C1)N1CC2N(C(C1)C2)CCOC)Cl 4-[3-[2,6-Dichloro-4-[6-(2-methoxyethyl)-3,6-diazabicyclo[3.1.1]heptan-3-yl]benzoyl]-2,4-dihydro-1,3-benzoxazin-8-yl]-5-fluoro-2-(3-oxa-8-azabicyclo[3.2.1]octan-8-yl)benzoic acid